C(C)OC(CCC(=O)C1=NC2=C(C=CC=C2C(=C1O)C#N)C1=C(C=CC=C1)C)=O 4-(4-Cyano-3-hydroxy-8-o-tolyl-quinolin-2-yl)-4-oxo-butyric acid ethyl ester